(Z)-4-((3-(2-(bis(methyl-d3)amino)ethyl)-1H-indol-4-yl)oxy)-4-oxobut-2-enoic acid C([2H])([2H])([2H])N(CCC1=CNC2=CC=CC(=C12)OC(\C=C/C(=O)O)=O)C([2H])([2H])[2H]